4-(((1-(tert-butoxycarbonyl)azetidin-3-yl)methyl)carbamoyl)benzoic acid C(C)(C)(C)OC(=O)N1CC(C1)CNC(=O)C1=CC=C(C(=O)O)C=C1